4-[4-aminobutyl(methyl)amino]but-2-enoate NCCCCN(CC=CC(=O)[O-])C